ClC1=CC=C(C=C1)[C@](C)(C#C)C=1N=C(SC1)NC(=O)N1CC2=CC=C(C=C2CC1)N1CCNCC1 (S)-N-(4-(2-(4-chlorophenyl)but-3-yn-2-yl)thiazol-2-yl)-6-(piperazin-1-yl)-3,4-dihydroisoquinoline-2(1H)-carboxamide